C1(CC1)CN1C=C(C2=NN(C(C(=C21)C=2C=NC(=CC2)C2CC2)=O)C2=CC1=CN(N=C1C=C2)C)C(F)F 5-(cyclopropylmethyl)-4-(6-cyclopropylpyridin-3-yl)-7-(difluoromethyl)-2-(2-methyl-2H-indazol-5-yl)-2,5-dihydro-3H-pyrrolo[3,2-c]pyridazin-3-one